ClC=1C(=C(C(=O)NCC2(NC(NC2=O)=O)C2=CC=NN2C)C=CC1)C=1C=NC(=CC1)C(F)(F)F chloro-N-{[4-(1-methyl-1H-pyrazol-5-yl)-2,5-dioxoimidazolidin-4-yl]methyl}-2-[6-(trifluoromethyl)pyridin-3-yl]benzamide